CC1=NN(C(=C1)C)C=1C=C(C=CC1)N(CCC(=O)OC)CC1CN(CC1)CCCC(=O)O 3-(((3-(3,5-dimethyl-1H-pyrazol-1-yl)phenyl)(3-methoxy-3-oxopropyl)amino)methyl)pyrrolidinebutanoic acid